C(=C)C1=CC=C2NC(C(N(C2=C1F)CC1=CC=C(C=C1)OC)=O)=O 7-vinyl-8-fluoro-1-[(4-methoxyphenyl)methyl]-4H-quinoxaline-2,3-dione